OC(C)C1=CC=C(C=N1)NC(OC(C)CC)=O butan-2-yl (6-(1-hydroxyethyl)pyridin-3-yl)carbamate